FC1=C(C(=C(C=C1)C1=C(C=CC=C1)N)N)F difluoro-2,2'-diaminobiphenyl